N1=CC(=CC=C1)NC(=O)C=1C=CC(=C2C=CC=NC12)N[C@@H]1CN(CC1)C(=O)OC(C)(C)C tert-butyl (S)-3-((8-(pyridin-3-ylcarbamoyl)quinolin-5-yl)amino)pyrrolidine-1-carboxylate